C(C1=CC(OC)=C(O)C(OC)=C1)(=O)[O-].[Na+] sodium syringate